O(N)CCCCCCON 1,6-diaminoxyhexane